C(C)(C)(C)OC(=O)N1C(CCCC1)C=1C=NN(C1)C1=CC=C(C=C1)CN (1-(4-(aminomethyl)phenyl)-1H-pyrazol-4-yl)piperidine-1-carboxylic acid tert-butyl ester